diurea isocyanate [N-]=C=O.NC(=O)N.NC(=O)N